C(C=C(C)CCC=C(C)CCC=C(C)C)OB(O)C1=C(C=CC(=C1)C(F)(F)F)F 2-fluoro-5-(trifluoromethyl)phenylboronic acid farnesyl ester